pyrazol-3-ylmethyl-1H-imidazol-5-yl-1H-pyrrolo[2,3-b]pyridine N1N=C(C=C1)CC1=CC=2C(=NC=CC2)N1C1=CN=CN1